OCC1(CC1)N1CSC(=C1C)COC=1C=CC2=C(C=C(O2)C)C1 N-(1-(hydroxymethyl)cyclopropyl)-2-methyl-5-((4-methylthiazol-5-yl)methoxy)benzofuran